tert-butyl 4-(1-((7-fluoro-2,8-dimethylimidazo[1,2-a]pyridin-6-yl)carbamoyl)-2,3-dihydro-1H-pyrrolo[2,3-b]pyridin-4-yl)-2,2-dimethylpiperazine-1-carboxylate FC1=C(C=2N(C=C1NC(=O)N1CCC=3C1=NC=CC3N3CC(N(CC3)C(=O)OC(C)(C)C)(C)C)C=C(N2)C)C